C(C)(=O)OCCOC1=CC=CC=2C3(C4=CC=CC=C4SC12)OCCCO3 4'-(2-acetoxyethoxy)spiro[1,3-dioxane-2,9'-thioxanthene]